ClC=1C=CC(=C(C1)C=1C=C(C=2OCCNC2N1)C=1C=C(C=NC1)NC(CCN1CCNCC1)=O)F N-{5-[6-(5-chloro-2-fluorophenyl)-2H,3H,4H-pyrido[3,2-b][1,4]oxazin-8-yl]pyridin-3-yl}-3-(piperazin-1-yl)propanamide